tert-Butyl 5-oxo-6-azaspiro[3.4]octane-6-carboxylate O=C1C2(CCC2)CCN1C(=O)OC(C)(C)C